N-[1-(2-[4-[(3R)-3-cyanopiperidin-1-yl]piperidin-1-yl]-2-oxoethyl)-3-[2-(difluoromethoxy)-5-(methylsulfanyl)phenyl]-1H-pyrazol-4-yl]pyrazolo[1,5-a]pyrimidine-3-carboxamide C(#N)[C@H]1CN(CCC1)C1CCN(CC1)C(CN1N=C(C(=C1)NC(=O)C=1C=NN2C1N=CC=C2)C2=C(C=CC(=C2)SC)OC(F)F)=O